FC1(CC=C(C(=O)C2=CC=CC=C2)C=C1)F 4,4-Difluorobenzophenone